tert-butyl (S)-2-((2-(3-methyl-2,6-dioxopiperidin-3-yl)-1,3-dioxoisoindolin-4-yl)oxy)acetate C[C@]1(C(NC(CC1)=O)=O)N1C(C2=CC=CC(=C2C1=O)OCC(=O)OC(C)(C)C)=O